C12C(C3CC(CC(C1)C3)C2)OC(C)OC(=O)C2C3C=CC(C2)C3=O 5-(1-(2-adamantyloxy)ethoxycarbonyl)-7-oxo-bicyclo[2.2.1]Hept-2-ene